11-methacryloxyundecylphosphonic acid aluminum [Al].C(C(=C)C)(=O)OCCCCCCCCCCCP(O)(O)=O